ClC1=CC=C(OC=2N=CC(=NC2)CN2C(C(=C(CC2)O)C(=O)NCC(=O)O)=O)C=C1 N-[(1-{[5-(4-chlorophenoxy)-2-pyrazinyl]methyl}-4-hydroxy-2-oxo-1,2,5,6-tetrahydro-3-pyridinyl)carbonyl]glycine